tri(triethyl-silane) borate B(O)(O)O.C(C)[SiH](CC)CC.C(C)[SiH](CC)CC.C(C)[SiH](CC)CC